(4R)- and (4S)-3-(4-fluoro-2-hydroxyphenyl)-4-methyl-4,5-dihydro-1H-pyrazole-1-carboximidamide FC1=CC(=C(C=C1)C1=NN(C[C@H]1C)C(N)=N)O |r|